CN1CCN(CC1)C1=CC=C(C=C1)NC(=O)C1=C(C=CC=C1)N1[N+](=C2C(C=3C(=[N+](ON3)[O-])CC2)=N1)[O-] 7-(2-((4-(4-methyl-piperazin-1-yl)phenyl)carbamoyl)phenyl)-5,7-dihydro-4H-[1,2,3]triazolo[4',5':3,4]benzo[1,2-c][1,2,5]oxadiazole 3,6-dioxide